1-palmitoyl-2-linoleoyl-3-acetylglycerol C(CCCCCCCCCCCCCCC)(=O)OCC(OC(CCCCCCC\C=C/C\C=C/CCCCC)=O)COC(C)=O